9-{(E)-2-[4-(1-methylethyl)phenyl]ethenyl}-3,4-dihydropyrido[2,1-c][1,2,4]thiadiazine 2,2-dioxide CC(C)C1=CC=C(C=C1)/C=C/C1=CC=CN2C1=NS(CC2)(=O)=O